[C@@]12(C[C@@H](CCC1)CC(=O)N1CCNCC1)OC1(OO2)C2CC3CC(CC1C3)C2 2-((R,R)-Dispiro[adamantane-2,3'-[1,2,4]trioxolane-5',1''-cyclohexan]-3''-yl)-1-(piperazin-1-yl)ethan-1-one